C(C1=CC=CC=C1)C(C(C)=O)CC1=CC=CC=C1.C(C1=CC=CC=C1)C(C(C)=O)CC1=CC=CC=C1.C(C1=CC=CC=C1)C(C(C)=O)CC1=CC=CC=C1.[Pd].[Pd] dipalladium tris(dibenzylacetone)